CNC(NCCC[C@H](NC(C(O)(CC([O-])=O)C(C)=O)[N+](C)(C)C)C(=O)O)=N Nω-MethylarginineO-Acetylcarnitine